4-amino-N-(4-amino-2-chlorophenyl)benzamide NC1=CC=C(C(=O)NC2=C(C=C(C=C2)N)Cl)C=C1